FC(C1=CC=C(C=C1)C=1C=2N(C=C(N1)C=C)C=CN2)(F)F 8-(4-(trifluoromethyl)phenyl)-6-vinylimidazo[1,2-a]pyrazine